5,10,15,20-tetra[4-(1H-tetrazol-5-yl)phenyl]porphyrin N1N=NN=C1C1=CC=C(C=C1)C=1C2=CC=C(N2)C(=C2C=CC(C(=C3C=CC(=C(C=4C=CC1N4)C4=CC=C(C=C4)C4=NN=NN4)N3)C3=CC=C(C=C3)C3=NN=NN3)=N2)C2=CC=C(C=C2)C2=NN=NN2